FC1=C(C=CC=C1)NC1=NC=NC2=CC(=CC=C12)C=1C=NNC1 N-(2-fluorophenyl)-7-(1H-pyrazol-4-yl)quinazolin-4-amine